(S,E)-1-((4-((1-Benzyl-5-fluoro-1H-indol-2-yl)methyl)-3-oxo-3,4-dihydropyrazin-2-yl)amino)-7-(dimethylamino)-1,7-dioxohept-5-en-2-yl-dimethylcarbamat C(C1=CC=CC=C1)N1C(=CC2=CC(=CC=C12)F)CN1C(C(=NC=C1)NC([C@@H](CC\C=C\C(=O)N(C)C)CN(C([O-])=O)C)=O)=O